C(C)(=O)NC(C(=O)O)CC(C1=CC=CC=C1)=O 2-acetamido-4-oxo-4-phenylbutanoic acid